3-[2-[5-[5-[tert-butyl(dimethyl)silyl]oxy-1-tetrahydropyran-2-yl-indazol-3-yl]-2-methyl-pyrazol-3-yl]ethoxy carbonylamino]propyl methanesulfonate CS(=O)(=O)OCCCNC(=O)OCCC=1N(N=C(C1)C1=NN(C2=CC=C(C=C12)O[Si](C)(C)C(C)(C)C)C1OCCCC1)C